(E)-N-[(ethoxycarbonyl)imino]ethoxyformamide C(C)OC(=O)\N=C\CONC=O